(1R,3S,4S)-2-(Cyclohexylsulfonyl)-3-(5-(2-(pyridin-4-yl)ethyl)-4H-1,2,4-triazol-3-yl)-2-Azabicyclo[2.2.1]heptane C1(CCCCC1)S(=O)(=O)N1[C@@H]2CC[C@H]([C@H]1C1=NN=C(N1)CCC1=CC=NC=C1)C2